BrCCCCCCO[Si](OC(OC\C=C(\CCCC(CCCC(CCCC(C)C)C)C)/C)CCCCCCCCCCCCCCC)(C)C (E)-1-bromo-8,8,14,18,22,26-hexamethyl-10-pentadecyl-7,9,11-trioxa-8-silaheptacos-13-ene